ClC=1C(N(C=C(C1C)C1=C(C2=NC(=CC=C2N1)C1CCN(CC1)CC(C)C)C(C)C)C)=O 3-chloro-5-(5-(1-isobutylpiperidin-4-yl)-3-isopropyl-1H-pyrrolo[3,2-b]Pyridin-2-yl)-1,4-dimethylpyridin-2(1H)-one